C1C=2C3=C(C=CCN3C=C1)C=C1C3=C(C(OC12)=O)C=CC3 1H,5H-cyclopenta[3,4][1]benzopyrano-[6,7,8-ij]quinolizine-12(9H)-one